(6-cyclopropyl-[1,2,4]triazolo[1,5-a]pyrimidin-2-yl)methylamine C1(CC1)C=1C=NC=2N(C1)N=C(N2)CN